COC1=CC=C(C=C1)CSC=1C(=NC=CN1)N(C)C 3-[(4-methoxyphenyl)methylsulfanyl]-N,N-dimethyl-pyrazin-2-amine